perfluorodecyl-sodium phosphate P(=O)(O)(O)O.FC(C(C(C(C(C(C(C(C(C(F)(F)F)(F)F)(F)F)(F)F)(F)F)(F)F)(F)F)(F)F)(F)F)([Na])F